3-(2-tert-butylpyrazol-3-yl)-5-(4-chlorophenyl)-N-(2-cyclopropylpropan-2-yl)benzamide C(C)(C)(C)N1N=CC=C1C=1C=C(C(=O)NC(C)(C)C2CC2)C=C(C1)C1=CC=C(C=C1)Cl